4-(5-cyano-2-methoxyphenyl)-6-methyl-N-(S-(5-methylpicolinoyl)-5,6-dihydro-4H-pyrrolo[3,4-d]thiazol-2-yl)nicotinamide C(#N)C=1C=CC(=C(C1)C1=CC(=NC=C1C(=O)NC=1S(C2=C(N1)CNC2)C(C2=NC=C(C=C2)C)=O)C)OC